C1(=CC=C(C=C1)N(C1=CC=2C(C3=CC=CC=C3C2C=C1)(C)C)C1=CC=C(C=C1)C=1C=CC=2N(C3=CC=C(C=C3C2C1)C1=CC2=C(SC3=C2C=CC=C3)C=C1)C1=CC=CC=C1)C1=CC=CC=C1 N-([1,1'-biphenyl]-4-yl)-N-(4-(6-(dibenzo[b,d]thiophen-2-yl)-9-phenyl-9H-carbazol-3-yl)phenyl)-9,9-dimethyl-9H-fluoren-2-amine